(R)-1-(3,5-dichloropyridazin-4-yl)ethanol neopentyl-((2,6-dihydroxy-5'-methyl-4-pentyl-1',2',3',4'-tetrahydro-[1,1'-biphenyl]-3-yl)methyl)(methyl)carbamate C(C(C)(C)C)CN(C(=O)O[C@H](C)C1=C(N=NC=C1Cl)Cl)CC=1C(=C(C(=CC1CCCCC)O)C1CCCC(=C1)C)O